5-bromo-1,2-dimethyl-1H-indole-3-carbonitrile BrC=1C=C2C(=C(N(C2=CC1)C)C)C#N